C1(CCCCC1)CCOC1=C(C(=CC=C1)O)C(\C=C\C1=CC=C(C=C1)O)=O (E)-1-[2-(2-Cyclohexylethoxy)-6-hydroxyphenyl]-3-(4-hydroxyphenyl)prop-2-en-1-one